1-(2,4-Dimethoxyphenyl)piperazin COC1=C(C=CC(=C1)OC)N1CCNCC1